NC=1SC=2C(=NC=C(N2)C2CCC(CC2)C#N)N1 (1r,4r)-4-(2-aminothiazolo[4,5-b]pyrazin-6-yl)cyclohexane-1-carbonitrile